tert-butyl N-[(3S)-1-(6-cyclopropylpyridin-3-yl)piperidin-3-yl]carbamate C1(CC1)C1=CC=C(C=N1)N1C[C@H](CCC1)NC(OC(C)(C)C)=O